COC(=O)C=1N=NNC1OC1=CC=C(C=C1)C1=CC=C(C=C1)C1CC1 5-((4'-cyclopropyl-[1,1'-biphenyl]-4-yl)oxy)-1H-1,2,3-triazole-4-carboxylic acid methyl ester